5-bromo-2-chloro-1-[2-(trifluoromethyl)cyclopropyl]-1H-imidazole-4-carboxylic acid ethyl ester C(C)OC(=O)C=1N=C(N(C1Br)C1C(C1)C(F)(F)F)Cl